NC1=NN(C(=C1)C(=O)OC)C([2H])([2H])[2H] methyl 3-amino-1-(methyl-d3)-1H-pyrazole-5-carboxylate